NC=1C(=NC=C(C1)Cl)N1C(CN(CC1)C(CC(=O)NC)=O)C1=CC=C(C=C1)Cl 3-(4-(3-amino-5-chloropyridin-2-yl)-3-(4-chlorophenyl)piperazin-1-yl)-N-methyl-3-oxopropanamide